C(C)(=O)[C@H]1CCC2[C@@H]3CC=C4C[C@H](CC[C@@]4([C@H]3[C@H](C[C@]12C)O)C)OS(=O)(=O)[O-].C[NH+](C)C trimethylammonium (3S,8S,9S,10R,11S,13S,17S)-17-acetyl-11-hydroxy-10,13-dimethyl-2,3,4,7,8,9,10,11,12,13,14,15,16,17-tetradecahydro-1H-cyclopenta[a]phenanthren-3-yl-sulfate